(R)-6-methyl-5-(8-methyl-[1,2,4]triazolo[1,5-a]pyridin-6-yl)-1-(1-(3,3,3-trifluoropropyl)piperidin-3-yl)-1,3-dihydro-2H-benzo[d]imidazol-2-one CC=1C(=CC2=C(N(C(N2)=O)[C@H]2CN(CCC2)CCC(F)(F)F)C1)C=1C=C(C=2N(C1)N=CN2)C